C1CC1CNC(C2=CC(=C(C=C2)F)NC(=O)C3=CC(=NN3C4=CC=CC(=C4)CN)C(F)(F)F)C5=CC=CC(=C5)C#N (+)-1-(3-(aminomethyl)phenyl)-N-(5-((3-cyanophenyl)(cyclopropyl-methylamino)methyl)-2-fluorophenyl)-3-(trifluoromethyl)-1H-pyrazole-5-carboxamide